[I-].[I-].C1(=CC=CC=C1)C=1[NH+]=C2C=CC=CC2=C2C=CC=CC12.C1(=CC=CC=C1)C=1[NH+]=C2C=CC=CC2=C2C=CC=CC12 6-phenylphenanthridinium diiodide